(2S,3R)-2,3-Difluoro-N-(2-(methylamino)-4-((4-(trifluoromethyl)benzyl)amino)phenyl)octanamid F[C@@H](C(=O)NC1=C(C=C(C=C1)NCC1=CC=C(C=C1)C(F)(F)F)NC)[C@@H](CCCCC)F